C(C)(C)(C)OC(=O)N1CC(C1)CNC1=C(C=NC=C1[N+](=O)[O-])Br 3-{[(3-bromo-5-nitropyridin-4-yl)amino]methyl}azetidine-1-carboxylic acid tert-butyl ester